3-amino-6-(dimethylaminomethyl)phenyl-boronic acid NC=1C=C(C(=CC1)CN(C)C)B(O)O